iodine, potassium salt [K].[I]